C(C)C(C[Se]C1=C2SC=CC2=CC=2SC=CC21)CCCC 8-(2-ethylhexylseleno)benzo[1,2-b:4,5-b']dithiophene